methyl-morpholine hydrochloride Cl.CN1CCOCC1